FC1=NC=C(C(C1F)(C#N)F)F 2,3,4,5-tetrafluoropyridine-4-carbonitrile